ClC=1C=CC(=C(CN(C(=O)C=2C(=NN(C2F)C)C(F)F)C2CC2)C1)C(F)(F)F N-[5-chloro-2-(trifluoromethyl)-benzyl]-N-cyclopropyl-3-(difluoromethyl)-5-fluoro-1-methyl-1H-pyrazole-4-carboxamide